2-(2,4-dichloropyrimidin-5-yl)oxazole ClC1=NC=C(C(=N1)Cl)C=1OC=CN1